N-(1-(3,8-diazabicyclo[3.2.1]octan-3-yl)-6-(8-ethynyl-7-fluoro-3-hydroxynaphthalen-1-yl)-5-fluoro-4-methyl-2,7-naphthyridin-3-yl)methanesulfonamide C12CN(CC(CC1)N2)C2=NC(=C(C1=C(C(=NC=C21)C2=CC(=CC1=CC=C(C(=C21)C#C)F)O)F)C)NS(=O)(=O)C